C(C)OC(COC1=NN(C(=C1Cl)C1=CC(=CC=C1)Cl)C1=CC=CC=C1)=O.C1(=CC(=CC=C1)CC=1C(=O)NC(C1)=O)CC=1C(=O)NC(C1)=O meta-xylylenebismaleimide ethyl-{[4-chloro-5-(3-chlorophenyl)-1-phenyl-1H-pyrazol-3-yl]oxy}acetate